CC=1C(=C(C(=CC1N)S(=O)(=O)O)C1=CC=C(C=C1S(=O)(=O)O)N)C dimethyl-4,4'-diaminobiphenyl-6,6'-disulfonic acid